COC(=O)C1=CC2=C(S1)C=C(S2)C(F)(F)F 5-(trifluoromethyl)thieno[3,2-b]thiophene-2-carboxylic acid methyl ester